BrC1=CC=C(S1)[C@H]1C[C@H](N(S(N1)(=O)=O)C)C(=O)O (3S,5R)-5-(5-bromothiophen-2-yl)-2-methyl-1,2,6-thiadiazinane-3-carboxylic Acid 1,1-dioxide